IC=1C(=CC(=C(OC=2C(=NC(=NC2)N)N)C1)C(=C)C)OC 5-(5-Iodo-2-isopropenyl-4-methoxy-phenoxy)-pyrimidine-2,4-diamine